N-(4-(4,5-dimethyl-4H-1,2,4-triazol-3-yl)-2-ethoxyphenyl)-8-(3,3-dimethylazetidin-1-yl)-6-methylpyrido[3,4-d]pyrimidin-2-amine CN1C(=NN=C1C)C1=CC(=C(C=C1)NC=1N=CC2=C(N1)C(=NC(=C2)C)N2CC(C2)(C)C)OCC